C(#N)C1=CC=C2CC[C@H](C2=C1)[C@@H](C(=O)NC1=CC=C(C=C1)C=1C(=NNC1C)C)NC(=O)C=1N(N=CC1)C N-[(1S)-1-[(1R)-6-cyanoindan-1-yl]-2-[4-(3,5-dimethyl-1H-pyrazol-4-yl)anilino]-2-oxo-ethyl]-2-methyl-pyrazole-3-carboxamide